N[C@H]1C2N(CC1CC2)C(=O)C2=CC1=C(C(=C(O1)C=1N(C3=CC(=CC=C3C1)N1CCC(CC1)OC)CC1CC1)C)C(=C2)OC ((7R)-7-amino-2-azabicyclo[2.2.1]hept-2-yl)(2-(1-(cyclopropylmethyl)-6-(4-methoxypiperidin-1-yl)-1H-indol-2-yl)-4-methoxy-3-methylbenzofuran-6-yl)methanone